N-[(3S,4S)-4-fluoropyrrolidin-3-yl]-2-(7-isopropoxyimidazo[1,2-a]pyridin-3-yl)pyrimidin-4-amine F[C@@H]1[C@H](CNC1)NC1=NC(=NC=C1)C1=CN=C2N1C=CC(=C2)OC(C)C